methyl 1-(3-(difluoromethylene)pyrrolidine-1-carbonyl)cyclopropane-1-carboxylate FC(=C1CN(CC1)C(=O)C1(CC1)C(=O)OC)F